3-dimethoxyphosphinothiotetrahydrothiophene-1,1-dioxide COP(SC1CS(CC1)(=O)=O)OC